tert-butyl 4-(4-(6-amino-2-fluoro-5-(1-oxo-1,2,3,4-tetrahydroisoquinolin-6-yl)pyridin-3-yl)phenyl)-4-fluoropiperidine-1-carboxylate NC1=C(C=C(C(=N1)F)C1=CC=C(C=C1)C1(CCN(CC1)C(=O)OC(C)(C)C)F)C=1C=C2CCNC(C2=CC1)=O